C(C1=CC=CC=C1)N1CC2(CN(C2)[C@H](CCCN(C)CCOC)C(C)C)CC1 (R)-4-(6-benzyl-2,6-diazaspiro[3.4]octan-2-yl)-N-(2-methoxyethyl)-N,5-dimethylhexan-1-amine